triethylenetetramine pentaacetate salt C(C)(=O)O.C(C)(=O)O.C(C)(=O)O.C(C)(=O)O.C(C)(=O)O.NCCNCCNCCN